4-((5-bromo-4-((2-(dimethylphosphoryl)phenyl)amino)pyrimidin-2-yl)amino)-N-Methoxybenzamide BrC=1C(=NC(=NC1)NC1=CC=C(C(=O)NOC)C=C1)NC1=C(C=CC=C1)P(=O)(C)C